1-butyl-3-(4'-vinylbenzyl)-1H-imidazol-3-ium chloride [Cl-].C(CCC)N1C=[N+](C=C1)CC1=CC=C(C=C1)C=C